5-(4-((4'-chloro-4,4-difluoro-3,4,5,6-tetrahydro-[1,1'-biphenyl]-2-yl)methyl)piperazine-1-carbonyl)-2-(2,6-dioxopiperidin-3-yl)isoindoline-1,3-dione ClC1=CC=C(C=C1)C1=C(CC(CC1)(F)F)CN1CCN(CC1)C(=O)C=1C=C2C(N(C(C2=CC1)=O)C1C(NC(CC1)=O)=O)=O